CN(CCCNCCC[Si](OC)(OC)C)C N-(gamma'-dimethylaminopropyl)-gamma-aminopropyl-methyldimethoxysilane